C1(=CC=CC=C1)C=1C(=CC(=CC1)C1=CC=CC=C1)N [1,1':4',1''-terphenyl]-2'-amine